C(C)(C)(C)C1=CC=C(CN2N=C(N(C2=O)CC)CCCC=2C=C(C=CC2)C2=CC(=C(C=C2)OC)CC(=O)O)C=C1 2-(3'-(3-(1-(4-(tert-butyl)benzyl)-4-ethyl-5-oxo-4,5-dihydro-1H-1,2,4-triazol-3-yl)propyl)-4-methoxy-[1,1'-biphenyl]-3-yl)acetic acid